C(C1=CC=CC=C1)[C@H]1N(CCC1(C)C)C1=NC(=CC(N1)=O)N1CCOCC1 (R)-2-(2-benzyl-3,3-dimethylpyrrolidin-1-yl)-6-morpholinopyrimidin-4(3H)-one